dibromoazelaic acid chloride BrC(CCCC(=O)Cl)(CCCC(=O)Cl)Br